4-methyl-5-(5-methyl-7-oxo-5,6,7,8-tetrahydropteridin-4-yl)thiophene-2-carboxamide CC=1C=C(SC1C1=NC=NC=2NC(CN(C12)C)=O)C(=O)N